6-amino-3-(trifluoromethyl)quinoxalin-2(1H)-one NC=1C=C2N=C(C(NC2=CC1)=O)C(F)(F)F